C(C)(C)(C)OC(=O)N1C(CNC(C1)C)C (±)-2,5-Dimethylpiperazine-1-carboxylic acid tert-butyl ester